7-[(1-Hydroxycyclopropyl)methoxy]-1-methyl-4-[4-methyl-4-(5-methyl-1,3-benzooxazol-2-yl)piperidin-1-yl]-2-oxo-1,2-dihydroquinoline-3-carbonitrile OC1(CC1)COC1=CC=C2C(=C(C(N(C2=C1)C)=O)C#N)N1CCC(CC1)(C=1OC2=C(N1)C=C(C=C2)C)C